C(C1=CC=CC=C1)OC1=C(C=CC(=N1)O)C1=NN(C2=CC(=CC=C12)N1CCNCC1)C 6-(benzyloxy)-5-(1-methyl-6-(piperazin-1-yl)-1H-indazol-3-yl)pyridin-2-ol